C(=O)(O)C1CCC(C2CCCCC12)C1CCC(C2CCCCC12)C(=O)O 4,4'-dicarboxy-1,1-bidecalin